methyl 4-bromo-2-(1-cyanocyclopropyl)benzoate BrC1=CC(=C(C(=O)OC)C=C1)C1(CC1)C#N